1-[N,N-bis(2-ethylhexyl)aminomethyl]methylbenzotriazole C(C)C(CN(CC(CCCC)CC)CCN1N=NC2=C1C=CC=C2)CCCC